2'-((3-((3r,5r,7r)-adamantan-1-yl)-2-hydroxy-5-methylphenyl)(3-methoxypropyl)amino)-3-(tert-butyl)-5-methyl-[1,1'-biphenyl] C12(CC3CC(CC(C1)C3)C2)C=2C(=C(C=C(C2)C)N(C2=C(C=CC=C2)C2=CC(=CC(=C2)C)C(C)(C)C)CCCOC)O